S(N)(OC[C@@H]1OC(O[C@H]1C1=C(C=CC=C1)C)C)(=O)=O ((4S,5S)-5-(2-methylphenyl)-2-methyl-1,3-dioxolan-4-yl)methyl sulfamate